ClC1=NN2C=3CCCN(C3C=NC2=C1)C1=CC=C(C=C1)[C@@H](C(F)(F)F)N (1S)-1-(4-{4-chloro-2,3,7,10-tetraazatricyclo[7.4.0.02,6]trideca-1(9),3,5,7-tetraen-10-yl}phenyl)-2,2,2-trifluoroethan-1-amine